[3-(4-{5-chloro-6-[4-(3-methyloxetan-3-yl)piperazin-1-yl]-1H-indazol-1-yl}-1H-pyrazol-1-yl)bicyclo[1.1.1]pentan-1-yl]methanol ClC=1C=C2C=NN(C2=CC1N1CCN(CC1)C1(COC1)C)C=1C=NN(C1)C12CC(C1)(C2)CO